C(C)(C)(C)OC[C@@H](C=1N=C2N(N=CC(=C2)C=C)C1)NC(OC(C)(C)C)=O tert-butyl (R)-(2-(tert-butoxy)-1-(7-vinylimidazo[1,2-b]pyridazin-2-yl)ethyl)carbamate